FC(CN(C1=CC(=NC=C1)C#CC(C)(O)C)C1=NC2=C(C=3C=CC=C(C13)F)N(N=N2)C)F 4-(4-((2,2-difluoroethyl)(6-fluoro-1-methyl-1H-[1,2,3]triazolo[4,5-c]isoquinolin-5-yl)amino)pyridin-2-yl)-2-methylbut-3-yn-2-ol